C(C(C)C)N1C2=NC=NC(=C2N=C1)OC1=CC=C(C=C1)C1=CN=C(S1)NC1=CC=CC=C1 5-(4-((9-isobutyl-9H-purin-6-yl)oxy)phenyl)-N-phenylthiazol-2-amine